3-amino-N-((3-(3,7-dimethylocta-2,6-dien-1-yl)-2,4-dihydroxy-6-pentylphenyl)sulfonyl)-2-methylpropanamide NCC(C(=O)NS(=O)(=O)C1=C(C(=C(C=C1CCCCC)O)CC=C(CCC=C(C)C)C)O)C